OCCCC(=O)C1CCC(CC1)C=1C=C2C(=NC(=NC2=CC1OC)C)N[C@H](C)C=1C=C(C=C(C1)C(F)(F)F)C(=O)[O-] (3-((R)-1-((6-((1R,4R)-4-((2-hydroxyethyl)(methyl)carbonyl)cyclohexyl)-7-methoxy-2-Methylquinazolin-4-yl)amino)ethyl)-5-(trifluoromethyl)phenyl)carboxylate